N1=CC(=CC=C1)CCC=1C=C2C(=NC=NC2=CC1)N1CC2(C1)CCN(CC2)C[C@@H]2CC[C@H](CC2)NS(=O)(=O)CC N-[trans-4-({2-[6-(2-pyridin-3-ylethyl)quinazolin-4-yl]-2,7-diazaspiro[3.5]non-7-yl}methyl)cyclohexyl]ethanesulfonamide